OC1=C(C=CC2=CC=CC=C12)C=1NC=CN1 2-(1-hydroxynaphthalene-2-yl)imidazole